N-((1R,4R)-4-(1H-pyrazol-1-yl)cyclohexyl)-5-chloro-4-(5-(cyclopropyl-methyl)-1-methyl-1H-pyrazol-4-yl)pyrimidin-2-amine N1(N=CC=C1)C1CCC(CC1)NC1=NC=C(C(=N1)C=1C=NN(C1CC1CC1)C)Cl